IC1=CC=NC2=C1OC[C@H]1N2C[C@H](C1)COCOC (6aS,8S)-4-iodo-8-((methoxymethoxy)methyl)-6a,7,8,9-tetrahydro-6H-pyrido[3,2-b]pyrrolo[1,2-d][1,4]oxazine